tert-butyl N-[4-(4-{3-[(3-fluoro-2-methoxyphenyl)amino]-4-oxo-1H,5H,6H,7H-pyrrolo[3,2-c]pyridin-2-yl}pyridin-3-yl)-2-methylbut-3-yn-2-yl]-N-methylcarbamate FC=1C(=C(C=CC1)NC1=C(NC2=C1C(NCC2)=O)C2=C(C=NC=C2)C#CC(C)(C)N(C(OC(C)(C)C)=O)C)OC